Methyl β-formylcrotonate C(=O)\C(=C/C(=O)OC)\C